ClC1=C2C(=NC(=N1)C1CCC1)N(N=C2)C2=C(C=C(C=C2)F)F 4-chloro-6-cyclobutyl-1-(2,4-difluorophenyl)pyrazolo[3,4-d]pyrimidine